O1[C@H](COCC1)CN1N=C2C3=C(CC4(C2=C1)CCC4)OC(=C3C(F)(F)F)C(=O)NC[C@H]3OCCC3 2'-[(2S)-1,4-dioxan-2-ylmethyl]-N-[(2S)-tetrahydrofuran-2-ylmethyl]-8'-(trifluoromethyl)-2',5'-dihydrospiro[cyclobutan-1,4'-furo[2,3-g]indazol]-7'-carboxamide